N-Methyl-2-azabicyclo[2.2.1]heptane-4-carboxamide CNC(=O)C12CNC(CC1)C2